(S)-5-(2-(1-methyl-1H-indol-5-yl)phenyl)-3-methylenedihydrofuran-2(3H)-one CN1C=CC2=CC(=CC=C12)C1=C(C=CC=C1)[C@@H]1CC(C(O1)=O)=C